4-(4-bromo-1H-pyrazol-1-yl)-2,2-dimethylpiperidine-1-carboxylate BrC=1C=NN(C1)C1CC(N(CC1)C(=O)[O-])(C)C